N[C@H](CCCO)C (S)-4-amino-1-pentanol